NCCCCCCCCCCC[Si](OCC)(OCC)OCC 11-aminoundecyl-triethoxysilane